BrC=1C=C(C(=NC1)N1CCC(CC1)C1=CC=C(C=C1)Cl)F 5-bromo-2-[4-(4-chlorophenyl)-1-piperidyl]-3-fluoro-pyridine